BrCC1=C(C(=O)OC)C=CC(=C1)O[Si](C)(C)C(C)(C)C methyl 2-(bromomethyl)-4-[tert-butyl(dimethyl)silyl]oxybenzoate